2-(2-cyclopropylethoxy)ethane-1-thiol C1(CC1)CCOCCS